(S)-7-(7,7-difluoro-2-((2S,3R)-3-hydroxy-2-methylazetidin-1-yl)-6,7-dihydro-5H-cyclopenta[d]pyrimidin-4-yl)spiro[isochromane-4,4'-oxazolidin]-2'-one FC1(CCC2=C1N=C(N=C2C2=CC=C1C(=C2)COC[C@@]12NC(OC2)=O)N2[C@H]([C@@H](C2)O)C)F